1-(3,3-Difluoroazetidin-1-yl)-2-[6-[2-fluoro-3-(trifluoromethyl)phenyl]pyrazolo[4,3-b]pyridin-1-yl]ethanone FC1(CN(C1)C(CN1N=CC2=NC=C(C=C21)C2=C(C(=CC=C2)C(F)(F)F)F)=O)F